N1N=CC2=CC(=CC=C12)NC1=NC=C(C(=N1)NC1=C(C=CC=C1)P(C)(C)=O)Cl (2-((2-((1H-indazol-5-yl)amino)-5-chloropyrimidin-4-yl)amino)phenyl)dimethylphosphine oxide